ethyl (5'-chloro-4'-((5-chloro-6-(2H-1,2,3-triazol-2-yl)pyridin-3-yl)carbamoyl)-2',4-difluoro-[1,1'-biphenyl]-2-yl)carbamate ClC=1C(=CC(=C(C1)C1=C(C=C(C=C1)F)NC(OCC)=O)F)C(NC=1C=NC(=C(C1)Cl)N1N=CC=N1)=O